C(C(=C)C)(=O)OCCNC(C(=C1C2=CC=CC=C2SC=2C=CC=CC12)C#N)=O 2-(2-cyano-2-(9H-thioxanthen-9-ylidene)acetamido)ethyl methacrylate